ClC=1C=C(C=C(C1)Cl)NC(=O)C1=CC=CC2=CC(=CC=C12)B1OC(C(O1)(C)C)(C)C N-(3,5-dichlorophenyl)-6-(4,4,5,5-tetramethyl-1,3,2-dioxaborolan-2-yl)-1-naphthalenecarboxamide